[C@@H]1([C@H](O)[C@H](O)[C@H](O1)[C@@H](O)C)N1C2=NC(=NC(=C2N=C1)N)F 9-(6-deoxy-α-L-talofuranosyl)fluoroadenine